1-(5-((1R,2S)-2-cyclohexyl-6-hydroxy-1,2,3,4-tetrahydronaphthalen-1-yl)pyridin-2-yl)piperidine-4-carbaldehyde C1(CCCCC1)[C@H]1[C@H](C2=CC=C(C=C2CC1)O)C=1C=CC(=NC1)N1CCC(CC1)C=O